CC1CC=NO1 5-methyl-4H-isoxazole